ClC1=C(C=CC=C1Cl)N1C(=NC(=CC1=O)O)C 3-(2,3-dichlorophenyl)-6-hydroxy-2-methylpyrimidin-4(3H)-one